N'-[1-(2,4,5-trifluorophenyl)methyl]Guanidine FC1=C(C=C(C(=C1)F)F)CNC(N)=N